N-Octadecyl-N,N-dimethyl-3-ammonio-1-propanesulfonate C(CCCCCCCCCCCCCCCCC)[N+](CCCS(=O)(=O)[O-])(C)C